5-bromo-N-(4-bromo-2-carbamoyl-6-methyl-phenyl)-2-cyclopropyl-pyrazole-3-carboxamide BrC=1C=C(N(N1)C1CC1)C(=O)NC1=C(C=C(C=C1C)Br)C(N)=O